C(C(C)(C)C)C1=NN=C2N1C1=CC=CC=C1C(=N2)NC2=CC=CC=C2 neopentyl-N-phenyl-[1,2,4]triazolo[4,3-a]quinazolin-5-amine